C(CCC(=O)C)(=O)OCCCC Butyl Levulinat